4-fluoro-3-(trifluoromethyl)benzoyl-methyl bromide FC1=C(C=C(C(=O)CBr)C=C1)C(F)(F)F